CC1=C(C2=C(N=CN=C2NC2(CC2)C)O1)C(=O)NC(C)C 6-methyl-4-[(1-methylcyclopropyl)amino]-N-(propan-2-yl)furo[2,3-d]pyrimidine-5-carboxamide